OC1=NC2=CC=CC=C2C(=C1)C(=O)O 2-hydroxyquinoline-4-Formic acid